N[C@H](C)C1=NC2=C(N1)C(=C1C(=C2)CC(C1)CN1CCC2(CN(C(O2)=O)C2=NC3=C(OCC(N3)=O)N=C2)CC1)F 6-[8-[[2-[(1R)-1-aminoethyl]-8-fluoro-1,5,6,7-tetrahydrocyclopenta[f]benzimidazol-6-yl]methyl]-2-oxo-1-oxa-3,8-diazaspiro[4.5]decan-3-yl]-4H-pyrazino[2,3-b][1,4]oxazin-3-one